C(C)(=O)NC(C(=O)O)CCOCCOCC1=CC=CC=C1 2-acetamido-4-(2-benzyloxyethoxy)butyric acid